6-(2,4-dimethoxypyrimidin-5-yl)-3-fluoro-8-((1S,2S)-2-(5-fluoro-1-(2,2,2-trifluoroethyl)-1H-indazol-6-yl)cyclopropyl)imidazo[1,2-b]pyridazine COC1=NC=C(C(=N1)OC)C=1C=C(C=2N(N1)C(=CN2)F)[C@@H]2[C@H](C2)C2=C(C=C1C=NN(C1=C2)CC(F)(F)F)F